2-(2,6-dioxopiperidin-3-yl)-5-fluoro-6-(6-((1-(4-(1-(4-hydroxyphenyl)-2-phenylbut-1-en-1-yl)phenyl)piperidin-4-yl)methyl)-3,6-diazabicyclo[3.1.1]heptan-3-yl)isoindoline-1,3-dione O=C1NC(CCC1N1C(C2=CC(=C(C=C2C1=O)F)N1CC2N(C(C1)C2)CC2CCN(CC2)C2=CC=C(C=C2)C(=C(CC)C2=CC=CC=C2)C2=CC=C(C=C2)O)=O)=O